CNCCCC1=CNC=2C=CC=C(C12)O 3-[3-(Methylamino)propyl]-1H-indol-4-ol